C12CN(CC(CC1)O2)C2=NC(=NC(=N2)N2CCOCC2)C2=CC=C(C=C2)NC(=O)NC=2C=C1COC(C1=CC2)=O 1-(4-(4-(8-oxa-3-azabicyclo[3.2.1]oct-3-yl)-6-morpholino-1,3,5-triazin-2-yl)phenyl)-3-(1-oxo-1,3-dihydroisobenzofuran-5-yl)urea